ClC1=C(C=CC(=C1)OC=1C=CC=C2C=CC=NC12)C(=O)C1=CNC=2N=CN=C(C21)Cl (2-Chloro-4-(quinolin-8-yloxy)phenyl)(4-chloro-7H-pyrrolo[2,3-d]pyrimidin-5-yl)methanone